(S)-N-((R)-(5-fluoro-6-(trifluoro-methyl)pyridin-2-yl)(6-(trifluoromethoxy)pyridin-3-yl)methyl)-2-oxoimidazolidine-4-carboxamide FC=1C=CC(=NC1C(F)(F)F)[C@H](NC(=O)[C@H]1NC(NC1)=O)C=1C=NC(=CC1)OC(F)(F)F